NCCC1=CC=C(C=C1)N 2,4-diaminoethyl-benzene